ethyl (S)-2-((tert-butyldimethylsilyl)oxy)-3-(2-((2-(4-cyano-3-(trifluoromethyl)phenyl)pyrimidin-4-yl)methoxy)phenyl)propanoate [Si](C)(C)(C(C)(C)C)O[C@H](C(=O)OCC)CC1=C(C=CC=C1)OCC1=NC(=NC=C1)C1=CC(=C(C=C1)C#N)C(F)(F)F